1-((1-(cyanomethyl)cyclopropyl)methyl)-1H-benzo[d]imidazole-6-carboxylic acid methyl ester COC(=O)C=1C=CC2=C(N(C=N2)CC2(CC2)CC#N)C1